FC=1C=CC(=NC1)C1(CCOC2(CCCC2)C1)CCNCC=1SC=CC1OC(F)F {2-[9-(5-fluoro-pyridin-2-yl)-6-oxa-spiro[4.5]dec-9-yl]-ethyl}-((3-difluoromethoxythiophene-2-yl)-methyl)-amine